((23S,5R)-3-(bis(hexadecyloxy) methoxy)-5-(5-methyl-2,4-dioxo-3,4-dihydropyrimidin-1(2H)-yl) tetrahydrofuran-2-yl) methyl phosphate P(=O)(OC1O[C@H](CC1OC(OCCCCCCCCCCCCCCCC)OCCCCCCCCCCCCCCCC)N1C(NC(C(=C1)C)=O)=O)(OC)[O-]